O[C@@H]1[C@H]([C@H](NC1)CC1=CC=C(C=C1)OC)N(C(O)=O)CCNCCN1C=NC=C1.ClC1C(N(SC1Cl)CCCCCCCC)=O 4,5-dichloro-N-octyl-isothiazolin-3-one (2R,3S,4S)-4-hydroxy-2-[(4-methoxyphenyl)methyl]pyrrolidin-3-yl-N-(2-{[2-(imidazol-1-yl)ethyl]amino}ethyl)carbamate